5-bromo-2-(1,1-difluoroethyl)-3-fluoro-4-methylpyridine BrC=1C(=C(C(=NC1)C(C)(F)F)F)C